[Si](C)(C)(C(C)(C)C)C#CC1=CC(=C(C=N1)C1=CC2=C(N=CN=C2N)N1C)C 6-(6-((Tert-Butyldimethylsilanyl)ethynyl)-4-methylpyridin-3-yl)-7-methyl-7H-pyrrolo[2,3-d]pyrimidin-4-amine